5-(2-bromoethoxy)-2-methanesulfonyl-3-methylpyridine BrCCOC=1C=C(C(=NC1)S(=O)(=O)C)C